OC1(CCC(CC1)NC(OC(C)(C)C)=O)CO.ClP(=O)(C)C=C 1-(chloro-methylphosphoryl) ethylene tert-butyl [trans-4-hydroxy-4-(hydroxymethyl)cyclohexyl]carbamate